FC1=C(C(=CC=C1)F)C=1C2=C(N(C([C@@H](N1)C)=N)CC(C(=O)OCC)=O)SC1=C2COCCC1 ethyl (S)-3-(5-(2,6-difluorophenyl)-2-imino-3-methyl-2,3,6,8,9,10-hexahydro-1H-oxepino[3',4':4,5]thieno[2,3-e][1,4]diazepin-1-yl)-2-oxopropanoate